N[C@H]1CS(C2=C(N(C1=O)CC=1C=NC(=CC1)OC(C)C)C=C(C(=C2)F)C=2OC(=NN2)C(C)(C)C)(=O)=O (3R)-3-amino-7-(5-tert-butyl-1,3,4-oxadiazol-2-yl)-8-fluoro-5-[(6-isopropoxy-3-pyridyl)methyl]-1,1-dioxo-2,3-dihydro-1lambda6,5-benzothiazepin-4-one